BrC1=CC2=C(C(C(CO2)C)=O)C=C1 7-bromo-3-methyl-2,3-dihydro-1-benzopyran-4-one